tert-Butyl 2-(3-bromo-6-chloro-9H-carbazol-2-ylamino)ethylcarbamate BrC=1C(=CC=2NC3=CC=C(C=C3C2C1)Cl)NCCNC(OC(C)(C)C)=O